(1-(trifluoromethyl)-1H-pyrazol-4-yl)boric acid FC(N1N=CC(=C1)OB(O)O)(F)F